C1(CC1)N(C(=O)C1=NC(=C(C=C1)N1CCN(CC1)CC=1C(=C2NC(C(=NC2=CC1)C(F)F)=O)F)F)C N-cyclopropyl-5-(4-((2-(difluoromethyl)-5-fluoro-3-oxo-3,4-dihydroquinoxalin-6-yl)methyl)piperazine-1-yl)-6-fluoro-N-methylpyridinamide